4-(2-Fluoro-4-nitrophenoxy)-3-(1-propyl-1H-pyrazol-4-yl)pyridine-2-amine FC1=C(OC2=C(C(=NC=C2)N)C=2C=NN(C2)CCC)C=CC(=C1)[N+](=O)[O-]